C(CCCCCC)[Si](OCCOCC)(OCCOCC)OCCOCC heptyl-tris-(2-ethoxyethoxy)silane